Calcium L-Ascorbat Methyl-5-fluoro-2-((pyrazolo[1,5-a]pyrimidine-3-carboxamido)methyl)benzofuran-7-carboxylate CC1=C(OC2=C1C=C(C=C2C(=O)[O-])F)CNC(=O)C=2C=NN1C2N=CC=C1.O=C1C(O)=C([O-])[C@H](O1)[C@@H](O)CO.[Ca+2]